2-amino-5-chloroPyrazolo[1,5-a]Pyrimidine-3-carboxylic acid ethyl ester C(C)OC(=O)C=1C(=NN2C1N=C(C=C2)Cl)N